octaphenyl-cyclotetraphosphazene C1(=CC=CC=C1)P1(=NP(=NP(=NP(=N1)(C1=CC=CC=C1)C1=CC=CC=C1)(C1=CC=CC=C1)C1=CC=CC=C1)(C1=CC=CC=C1)C1=CC=CC=C1)C1=CC=CC=C1